C(C)OC(NC(C(=NNC1=CC(=C(C(=C1)Cl)OC1=CC(=C(C=C1)O)C(=C)C)Cl)C#N)=O)=O (2-cyano-2-(2-(3,5-dichloro-4-(4-hydroxy-3-isopropenylphenoxy)phenyl)hydrazono)acetyl)carbamic acid ethyl ester